(1,2,3,6-tetrahydropyridin-4-yl)benzonitrile HCl Cl.N1CCC(=CC1)C1=C(C#N)C=CC=C1